2-Azido-1,3-dimethylimidazolinium hexafluorophosphate CN1CCN(C1=N[N+]#N)C.F[P-](F)(F)(F)(F)F